C1(CCCCC1)COC1=C(C(=O)N2CC3=C(C=CC=C3CC2)NC(\C=C\CN(C)C)=O)C(=CC(=C1C)O)O (E)-N-[2-[2-(cyclohexylmethoxy)-4,6-dihydroxy-3-methyl-benzoyl]-3,4-dihydro-1H-isoquinolin-8-yl]-4-(dimethylamino)but-2-enamide